4-(TERT-BUTYL)PYRIDINE-2-BORONIC ACID C(C)(C)(C)C1=CC(=NC=C1)B(O)O